(R)-1-(4-chloro-3-(naphthalen-2-ylmethyl)phenyl)-2,3-dihydroxypropan-1-one ClC1=C(C=C(C=C1)C([C@@H](CO)O)=O)CC1=CC2=CC=CC=C2C=C1